FC1=NN(C=C1C(=O)OC)CC(F)(F)F methyl 3-fluoro-1-(2,2,2-trifluoroethyl)-1H-pyrazole-4-carboxylate